C1(=CC=CC=C1)C=1C=C(C=O)C=CC1 m-phenylbenzaldehyde